ClC=1C=C2CN(CC2=CC1C)C(CC[C@@]1(C(NC(N1)=O)=O)C1CC1)=O (s)-5-(3-(5-chloro-6-methylisoindolin-2-yl)-3-oxopropyl)-5-cyclopropylimidazolidine-2,4-dione